nonyl 8-((5-((4,4-bis(((Z)-oct-5-en-1-yl)oxy)butanoyl)oxy)pentyl)(4-hydroxybutyl)amino)octanoate C(CCC\C=C/CC)OC(CCC(=O)OCCCCCN(CCCCCCCC(=O)OCCCCCCCCC)CCCCO)OCCCC\C=C/CC